FC=1C=C(C=CC1C(=O)OC)N1CCN(CC1)C(=O)OC(C)(C)C tert-butyl 4-[3-fluoro-4-(methoxycarbonyl)phenyl]piperazine-1-carboxylate